O[C@@H](C(=O)N1CC2=C(CCC1)N=C(NC2=O)C2(CC2)C2=CC=CC=C2)C=2C=C(C=CC2)C2=CC(=CC=C2)C(C)C (R)-6-(2-hydroxy-2-(3'-isopropyl-[1,1'-biphenyl]-3-yl)acetyl)-2-(1-phenylcyclopropyl)-3,5,6,7,8,9-hexahydro-4H-pyrimido[5,4-c]azepin-4-one